(19S)-19-ethyl-6,19-dihydroxy-17-oxa-3,13-diazapentacyclo[11.8.0.02,11.04,9.015,20]henicosa-1(21),2(11),3,5,7,9,15(20)-heptaene-14,18-dione C(C)[C@]1(C(OCC=2C(N3CC=4C=C5C=CC(=CC5=NC4C3=CC12)O)=O)=O)O